3-[(4-methanesulfonyl-2-methoxyphenyl)amino]prop-1-yn CS(=O)(=O)C1=CC(=C(C=C1)NCC#C)OC